1-(4-fluorobenzyl)-6-(4-fluorophenyl)-4-hydroxy-2-oxo-N-(spiro[2.3]hexan-5-yl)-1,2-dihydro-1,8-naphthyridine-3-carboxamide FC1=CC=C(CN2C(C(=C(C3=CC(=CN=C23)C2=CC=C(C=C2)F)O)C(=O)NC2CC3(CC3)C2)=O)C=C1